5-ethynyl-2-((4-(4-isopropylpiperazin-1-yl)phenyl)amino)-8-phenylpyrido[2,3-d]pyrimidin-7(8H)-one C(#C)C1=CC(N(C=2N=C(N=CC21)NC2=CC=C(C=C2)N2CCN(CC2)C(C)C)C2=CC=CC=C2)=O